NC1=NC(C(C=C1)=O)CC1=CC=C(C=C1)C(=O)N1CCNCC1 2-amino-5-oxo-6-(4-(piperazine-1-carbonyl)benzyl)-5,6-dihydropyridine